N-(5-(5-Ethyl-1H-pyrazol-1-yl)-1,3,4-thiadiazol-2-yl)-3-methoxy-4-((2-methoxyethyl)amino)-2-oxo-2H-pyran-6-carboxamide C(C)C1=CC=NN1C1=NN=C(S1)NC(=O)C1=CC(=C(C(O1)=O)OC)NCCOC